8-acetyl-3,6-dimethyl-2-(4-methyltetrahydro-2H-pyran-4-yl)quinazolin-4(3H)-one C(C)(=O)C=1C=C(C=C2C(N(C(=NC12)C1(CCOCC1)C)C)=O)C